C1(CC1)C#C[C@@]1(NC(NC2=CC(=CC=C12)C=O)=O)C(F)(F)F (S)-4-(cyclopropylethynyl)-2-oxo-4-(trifluoromethyl)-1,2,3,4-tetrahydroquinazoline-7-carbaldehyde